C(C)OP(=O)(OCC)CC1=CC=C(CNS(=O)(=O)C2=CC=C(OC3=C(C=C(C=C3F)/C=C(/C(=O)OCC)\C)F)C=C2)C=C1 (E)-ethyl 3-(4-(4-(N-(4-((diethoxyphosphoryl)methyl)benzyl)-sulfamoyl)phenoxy)-3,5-difluorophenyl)-2-methylacrylate